ethanesulfonic acid (esylate) S(=O)(=O)(O)CC.C(C)S(=O)(=O)O